OC=1C=C2C=C(NC2=CC1OC)C(=O)OC methyl 5-hydroxy-6-methoxyindole-2-carboxylate